1-(3-bromo-5,6-dihydro-[1,2,4]triazolo[4,3-a]pyrazin-7(8H)-yl)ethan-1-one BrC1=NN=C2N1CCN(C2)C(C)=O